2-hydroxy-phenanthroline OC1=NC2=C3N=CC=CC3=CC=C2C=C1